trimethylolpropane triethylhexyl-hexanoate tert-Butyl-6-(3,4-diamino-2-fluorophenyl)-3,4-dihydro-2H-pyridine-1-carboxylate C(C)(C)(C)OC(=O)N1CCCC=C1C1=C(C(=C(C=C1)N)N)F.C(C)C(CCCC(C(=O)O)CCCCCC)(CC)CC.C(O)C(CC)(CO)CO